5-(2-((5-methoxy-2,3-dihydro-1H-inden-2-yl)amino)pyrimidin-5-yl)-1,3,4-oxadiazole-2(3H)-on COC=1C=C2CC(CC2=CC1)NC1=NC=C(C=N1)C1=NNC(O1)=O